FC(C(C(F)(F)OCC)(F)F)(C(F)(F)F)F (ethyl) (nonafluorobutyl) ether